10-methacryloxydecyl-triethoxysilane C(C(=C)C)(=O)OCCCCCCCCCC[Si](OCC)(OCC)OCC